FC1=CC=C(C=C1)N1N=NC2=C1C=C(C(=C2)N2CCN(C1(CC1)C2)S(=O)(=O)C=2C=NN(C2)CCC)C 1-(4-fluorophenyl)-6-methyl-5-(4-((1-propyl-1H-pyrazol-4-yl)sulfonyl)-4,7-diazaspiro[2.5]octan-7-yl)-1H-benzo[d][1,2,3]triazole